chromium diacetate C(C)(=O)[O-].C(C)(=O)[O-].[Cr+2]